diallyldi(β-ethoxyethyl)ammonium chloride [Cl-].C(C=C)[N+](CCOCC)(CCOCC)CC=C